ClC=1C(=CC(=C(C1)S(=O)(=O)NC=1SC=CN1)F)NC1(CC1)C1=C(C=CC=C1)F 5-chloro-2-fluoro-4-((1-(2-fluorophenyl)cyclopropyl)amino)-N-(thiazol-2-yl)benzenesulfonamide